C(#N)C1CC2(C1)CC(N(CC2)CC2=C1C=CNC1=C(C=C2OC)C)C2=CC=C(C(=O)N1C[C@@H](OCC1)C(=O)O)C=C2 (R)-4-(4-(2-cyano-7-((5-methoxy-7-methyl-1H-indol-4-yl)methyl)-7-azaspiro[3.5]nonan-6-yl)benzoyl)morpholine-2-carboxylic acid